gamma-glutamyl-cysteine N[C@@H](CCC(=O)N[C@@H](CS)C(=O)O)C(=O)O